(2RS)-1-chloro-3-phenylpropan-2-amine hydrochloride Cl.ClC[C@@H](CC1=CC=CC=C1)N |r|